C1(CCCC1)N1C(C(N(C=2C=NC(=NC12)NC1=C(C=C(C(=O)NCCOCCOCCOCCOCCOCCOCC=O)C=C1)OC)C)=O)CC 4-[(8-cyclopentyl-7-ethyl-5-methyl-6-oxo-7H-pteridin-2-yl)amino]-3-methoxy-N-[2-[2-[2-[2-[2-[2-(2-oxoethoxy)ethoxy]ethoxy]ethoxy]ethoxy]ethoxy]ethyl]benzamide